BrC=1C=C(C=CC1)C1(COC1)O 3-(3-bromophenyl)oxetan-3-ol